NC1=CC=C(C=C1)C(=O)C1=CC=C(C=C1)N bis(4-aminophenyl)methanone